COC1(CCN(CC1)C1=CC=C(C=N1)C=1C=2N(C=C(N1)C=1C=NN(C1)C1CCC(CC1)=O)N=CC2C#N)CC=2C=NC(=CC2)OC 4-[6-[4-methoxy-4-[(6-methoxy-3-pyridyl)methyl]-1-piperidyl]-3-pyridyl]-6-[1-(4-oxocyclohexyl)pyrazol-4-yl]pyrazolo[1,5-a]pyrazine-3-carbonitrile